ONC(=N)C1=C(C=NC=C1)SC1=CC=C(C=C1)C(C)C N-hydroxy-3-[(4-isopropylphenyl)sulfanyl]pyridine-4-carboximidamide